N-phenyl-1-(pyridin-2-yl)imidazo[1,5-a]pyridine-3-carboxamide C1(=CC=CC=C1)NC(=O)C1=NC(=C2N1C=CC=C2)C2=NC=CC=C2